BrC1=CC(=C(CNC(C2=C(N=CC=C2)OC)=O)C=C1)C N-(4-bromo-2-methylbenzyl)-2-methoxynicotinamide